(S)-4-(2-(t-Butoxycarbonylamino)-5-ureidovaleramido)-3,5-difluorobenzoic acid C(C)(C)(C)OC(=O)N[C@H](C(=O)NC1=C(C=C(C(=O)O)C=C1F)F)CCCNC(=O)N